4,4'-Thiobis(2-tert.butyl-5-methylphenol) S(C1=CC(=C(C=C1C)O)C(C)(C)C)C1=CC(=C(C=C1C)O)C(C)(C)C